[N+](=O)([O-])C1=CC=C(COC(C(C([C@H](C)[C@H]2NC([C@@H]2[C@@H](C)NCC(=O)OCC)=O)=O)=[N+]=[N-])=O)C=C1 (R)-2-diazo-4-((2R,3R)-3-((R)-1-(2-ethoxy-2-oxoethylamino)ethyl)-4-oxoazetidin-2-yl)-3-oxopentanoic acid 4-nitrobenzyl ester